N-(2-amino-3-formyl-6-isopropylphenyl)acetamide methyl-2-vinyloxazole-4-carboxylate COC(=O)C=1N=C(OC1)C=C.NC1=C(C(=CC=C1C=O)C(C)C)NC(C)=O